C(C)(=O)N[C@@H](CCCNC(C)=O)C(=O)O N2,N5-diacetyl-ornithine